n-eicosyl-ethyl-propyl-sulfonium calcium magnesium vanadium-titanium [Ti+4].[V+5].[Mg+2].[Ca+2].C(CCCCCCCCCCCCCCCCCCC)[S+](CCC)CC